BrC=1C=C(C=CC1)C(CCCOCC(C(=O)O)(C)C)(C)C1=CN=C(N1)C1=C(C=CC(=C1)OC=1C(=C2C=CN(C2=CC1F)S(=O)(=O)C1=CC=C(C)C=C1)C=C)F 3-((4-(3-Bromophenyl)-4-(2-(2-fluoro-5-((6-fluoro-1-tosyl-4-vinyl-1H-indol-5-yl)oxy)phenyl)-1H-imidazol-5-yl)pentyl)oxy)-2,2-dimethylpropanoic acid